[Sr].[Zn] Zinc-Strontium